C(C1=CC=CC=C1)OC=1C(C=C(N(C1)CCC)C(=O)O)=O 5-(benzyloxy)-4-oxo-1-propyl-1,4-dihydropyridine-2-carboxylic acid